(1R)-2,2-difluoro-N-[3-(4-methyl-6-propanoylpyridin-3-yl)-2-(pyrazol-1-yl)-1,6-naphthyridin-7-yl]cyclopropane-1-carboxamide FC1([C@H](C1)C(=O)NC1=NC=C2C=C(C(=NC2=C1)N1N=CC=C1)C=1C=NC(=CC1C)C(CC)=O)F